3-Bromo-2-(2-phenoxyphenylamino)pyridine BrC=1C(=NC=CC1)NC1=C(C=CC=C1)OC1=CC=CC=C1